methyl 3-[4-bromo-5-(trifluoromethyl)-3-thienyl]-2-[tert-butoxycarbonyl(methyl)amino]propanoate BrC=1C(=CSC1C(F)(F)F)CC(C(=O)OC)N(C)C(=O)OC(C)(C)C